O1-tert-butyl O3-methyl (3R,5S)-5-aminopiperidine-1,3-dicarboxylate N[C@H]1C[C@H](CN(C1)C(=O)OC(C)(C)C)C(=O)OC